COC1=CC=2N(C=C1S(=O)(=O)C(C)(C)CC)C=CN2 7-methoxy-6-(tert-pentylsulfonyl)imidazo[1,2-a]pyridine